COC1=CC=C(C=C1)[SiH](C1=CC=C(C=C1)OC)C1=CC=C(C=C1)OC tri(4-methoxyphenyl)silane